ClC1=C(C(=O)NC=2C=NC(=C(C2)Cl)C(=O)N2CCCC2)C=C(C(=C1)C1=C(C=NC=C1)C#C)F 2-chloro-N-(5-chloro-6-(pyrrolidine-1-carbonyl)pyridin-3-yl)-4-(3-ethynylpyridin-4-yl)-5-fluorobenzamide